5-(4-((4-(1H-pyrazol-4-yl)phenyl)amino)furo[3,2-d]pyrimidin-2-yl)-N,N-dimethylisoindoline-2-carboxamide N1N=CC(=C1)C1=CC=C(C=C1)NC=1C2=C(N=C(N1)C=1C=C3CN(CC3=CC1)C(=O)N(C)C)C=CO2